8H,18H-7,17-methanobenzo[5',6'][1,4]dioxino[2',3':4,5]benzo[1,2-b]benzo[5',6'][1,4]dioxino[2',3':4,5]benzo[1,2-f][1,5]diazocine-2,3,12,13-tetracarbonitrile C1=C(C(=CC=2OC=3C(=CC4=C(N5CC6=C(N(C4)C5)C=C5C(=C6)OC6=C(O5)C=C(C(=C6)C#N)C#N)C3)OC21)C#N)C#N